(±)-tert-butylsulfinylamine C(C)(C)(C)[S@@](=O)N |r|